N1C[C@H](CCC1)NC1=NC=C(C(=N1)C1=CNC=2C(NC=CCC21)=O)C(F)(F)F 3-(2-{[(3S)-piperidin-3-yl]amino}-5-(trifluoromethyl)pyrimidin-4-yl)-1H,4H,7H,8H-pyrrolo[2,3-c]azepin-8-one